FC1=C(C(=CC(=C1)OC1CN(C1)CCCF)F)[C@H]1N([C@@H](CC2=C1NC1=CC(=C(C=C21)F)F)C)CC(C)(C)F (1R,3R)-1-(2,6-difluoro-4-(1-(3-fluoropropyl)azetidin-3-yloxy)phenyl)-6,7-difluoro-2-(2-fluoro-2-methylpropyl)-3-methyl-2,3,4,9-tetrahydro-1H-pyrido[3,4-b]indole